(S)-1,1,1-trifluoro-2-((R)-6-((1r,4R)-4-(methoxymethoxy)-4-methylcyclohexyl)-4-methyl-5,6-dihydro-4H-isoxazolo[5,4-e]indazol-3-yl)propan-2-ol FC([C@@](C)(O)C1=NOC=2C=3C=NN(C3C[C@H](C21)C)C2CCC(CC2)(C)OCOC)(F)F